6-bromo-8-cyclopropoxy-2-methylimidazo[1,2-a]pyridine BrC=1C=C(C=2N(C1)C=C(N2)C)OC2CC2